N-cyclohexyl-5-(thiophen-3-ylethynyl)-1H-pyrrolo[2,3-b]pyridine-4-Amine C1(CCCCC1)NC=1C2=C(N=CC1C#CC1=CSC=C1)NC=C2